C(C)(C)(C)OC(=O)N1C(CCC1)C1=C(C(=C(C=C1)C=1N=C2SC3=C(N2C1)C=C(C(=C3)C(=O)O)OC)F)F (4-(1-(tert-butoxycarbonyl)pyrrolidin-2-yl)-2,3-difluorophenyl)-6-methoxybenzo[d]imidazo[2,1-b]thiazole-7-carboxylic acid